C(C)(C)(C)C1=CC=C(C(=O)C2=CC=C(C=C2)SC2=CC=C(C=C2)[S+](C2=CC=CC=C2)C2=CC=CC=C2)C=C1 4-[4-(4-tert-butylbenzoyl)phenylthio]phenyldiphenylsulfonium